NC1=CC=C(C=C1)C1=CN=C2N1N=C(C=C2)NC2CCOCC2 3-(4-aminophenyl)-N-tetrahydropyran-4-yl-imidazo[1,2-b]pyridazin-6-amine